3,5-diisopropylcyclohexane C(C)(C)C1CCCC(C1)C(C)C